(R)-2-(3-aminophenyl)-1-(thiazol-2-yl)ethan-1-ol NC=1C=C(C=CC1)C[C@@H](O)C=1SC=CN1